BrC1=CC=C(C2=NSN=C21)CBr 4-bromo-7-(bromomethyl)benzo[c][1,2,5]thiadiazole